ClC1=C(C=CC=C1)[C@H](C(=O)N1CC2=NN(C=C2C1)S(=O)(=O)C=1C=NN(C1C)CCF)CO (2S)-2-(2-chlorophenyl)-1-{2-[1-(2-fluoroethyl)-5-methylpyrazol-4-ylsulfonyl]-4H,6H-pyrrolo[3,4-c]pyrazol-5-yl}-3-hydroxypropan-1-one